5-(piperidin-3-yl)-1,3,4-oxadiazole N1CC(CCC1)C1=NN=CO1